ClC1=CC(=C(C(=C1)C(NC)=O)NC(=O)C1=CC(=NN1C1=NC=CC=C1Cl)OC1CN(C1)CC(F)(F)F)C N-(4-chloro-2-methyl-6-(methylcarbamoyl)phenyl)-1-(3-chloropyridin-2-yl)-3-((1-(2,2,2-trifluoroethyl)azetidin-3-yl)oxy)-1H-pyrazole-5-carboxamide